CN(CC1CO1)C1=CC=C(C=C1)CC1=CC=C(C=C1)N(C)CC1CO1 bis(4-(N-methyl-N-glycidylamino)phenyl)methane